5-(3,3-dimethyl-1-triazenyl)imidazole-4-carboxamide CN(N=NC1=C(N=CN1)C(=O)N)C